OC[C@@H]1N(C[C@@H]([C@H]([C@@H]1O)O)O)C[C@@H]1CN(CCC1)C1=NC(=CC=C1)C(F)(F)F (2S,3R,4R,5S)-2-(hydroxymethyl)-1-(((R)-1-(6-(trifluoromethyl)pyridin-2-yl)piperidin-3-yl)methyl)piperidine-3,4,5-triol